NC1=NC(=C(C=2N1N=C(N2)COC2=C(C#N)C=CC=N2)C2=CC(=NC(=C2)C)C)C2=CC(=CC=C2)C#N 2-((5-amino-7-(3-cyanophenyl)-8-(2,6-dimethylpyridin-4-yl)-[1,2,4]triazolo[1,5-c]pyrimidin-2-yl)methoxy)nicotinonitrile